C1=CC=NC(=C1)SSC2=CC=CC=N2 2,2'-dipyridyl disulphide